N1=CC=C(C=C1)CC1=CC=C(C=C1)NC(C1=CC=C(C(=O)NC2=CC=C(C=C2)CC2=CC=NC=C2)C=C1)=O N1,N4-bis(4-(pyridin-4-ylmethyl)phenyl)terephthalamide